3-{2-[(3-ethoxy-1-methyl-1H-pyrazol-4-yl)amino]-5-methylpyrimidin-4-yl}-1H-indol-7-amine C(C)OC1=NN(C=C1NC1=NC=C(C(=N1)C1=CNC2=C(C=CC=C12)N)C)C